BrCC1=CC(=CC=C1)C 1-(bromomethyl)-3-methyl-benzene